N2-[2-(4-methoxy-1H-indol-3-yl)ethyl]-N4-(2-methyl-1H-indol-5-yl)pyrimidine-2,4-diamine COC1=C2C(=CNC2=CC=C1)CCNC1=NC=CC(=N1)NC=1C=C2C=C(NC2=CC1)C